FC1=CC=C(C=C1)C1SCC(N1S(=O)(=O)C1=CC=C(C(=O)OC)C=C1)=O methyl 4-{[2-(4-fluorophenyl)-4-oxo-1,3-thiazolidin-3-yl]sulfonyl}benzoate